(S)-2-amino-3-(5-phenylpyridin-2-yl)propanoic acid N[C@H](C(=O)O)CC1=NC=C(C=C1)C1=CC=CC=C1